3-(7-(4-(dimethoxymethyl)piperidin-1-yl)-1-oxophthalazin-2(1H)-yl)piperidine-2,6-dione COC(C1CCN(CC1)C1=CC=C2C=NN(C(C2=C1)=O)C1C(NC(CC1)=O)=O)OC